ClC=1C(=C2C(=NC1C)CN(C2)C(=O)[C@H]2CN(CC2)C2=CC(=NC=C2)C(F)(F)F)C (3-Chloro-2,4-dimethyl-5,7-dihydropyrrolo[3,4-b]pyridin-6-yl)-[(3R)-1-[2-(trifluoromethyl)-4-pyridyl]pyrrolidin-3-yl]methanon